3-((tert-butyldiphenylsilyl)oxy)cyclohexan-1-one [Si](C1=CC=CC=C1)(C1=CC=CC=C1)(C(C)(C)C)OC1CC(CCC1)=O